[3-[3-(3-cyclopropyl-1H-pyrazol-5-yl)-1-bicyclo[1.1.1]pentanyl]azetidin-1-yl]-[6-(3-cyclopropyl-1H-1,2,4-triazol-5-yl)-2-azaspiro[3.3]heptan-2-yl]methanone C1(CC1)C1=NNC(=C1)C12CC(C1)(C2)C2CN(C2)C(=O)N2CC1(C2)CC(C1)C1=NC(=NN1)C1CC1